methyl (2-(2-(2-methoxyethoxy)ethoxy)ethyl)-L-histidinate COCCOCCOCCN[C@@H](CC1=CNC=N1)C(=O)OC